C(C)(C)(CC)C=1C(C=C(C(C1)=O)C(C)(C)CC)=O 2,5-di-tert-pentyl-1,4-benzoquinone